(4-fluorophenethyl)-5-methoxy-3-methyl-1H-benzo[g]indazole FC1=CC=C(CCN2N=C(C3=CC(=C4C(=C23)C=CC=C4)OC)C)C=C1